4-Bromo-5-fluoro-3-methyl-1H-indazole BrC1=C2C(=NNC2=CC=C1F)C